C1(=CC=CC=2SC3=C(C21)C=CC=C3)C(=O)[O-] dibenzothiopheneAt